3-(N-(20-(t-butoxy)-20-oxoeicosanoyl)sulfamoyl)propionic acid C(C)(C)(C)OC(CCCCCCCCCCCCCCCCCCC(=O)NS(=O)(=O)CCC(=O)O)=O